NC=1C=C(C=C(C1)C(F)(F)F)[C@@H](C)NC=1C2=C(N=C(N1)C)CCN(C2)C(=O)C2CCOCC2 (R)-(4-((1-(3-amino-5-(trifluoromethyl)phenyl)ethyl)amino)-2-methyl-7,8-dihydropyrido[4,3-d]pyrimidin-6(5H)-yl)(tetrahydro-2H-pyran-4-yl)methanone